FC(C(F)(F)F)(OC1=CC=C(C=C1)N1N=C(N=C1)C1=CC=C(C=C1)NC(O[C@@H]1O[C@H]([C@@H]([C@H]([C@H]1OC)OC)OC)C)=O)F [(2S,3R,4R,5S,6S)-3,4,5-trimethoxy-6-methyl-tetrahydropyran-2-yl] N-[4-[1-[4-(1,1,2,2,2-pentafluoroethoxy)phenyl]-1,2,4-triazol-3-yl] phenyl]carbamate